ClC1=NC=NC(=C1C)O 4-chloro-5-methyl-6-hydroxypyrimidine